(S)-2-((1-(3-(4-isopropylphenyl)-1-methyl-1,2,4-triazol-5-yl)ethyl)carbamoyl)-4-methoxypyridin-3-yl acetate C(C)(=O)OC=1C(=NC=CC1OC)C(N[C@@H](C)C1=NC(=NN1C)C1=CC=C(C=C1)C(C)C)=O